ethyl 8-((4-chlorobenzyl) amino)-1-methyl-4-oxo-3,6-diphenyl-2,3-diazaspiro[4.4]non-1,7-diene-7-carboxylate ClC1=CC=C(CNC2=C(C(C3(C(N(N=C3C)C3=CC=CC=C3)=O)C2)C2=CC=CC=C2)C(=O)OCC)C=C1